((1s,3s)-3-Hydroxy-3-methylcyclobutyl)(7-(4-methylbenzyl)-2-azaspiro[3.5]nonan-2-yl)methanon OC1(CC(C1)C(=O)N1CC2(C1)CCC(CC2)CC2=CC=C(C=C2)C)C